1-(5-chloro-2-(trifluoromethyl)pyridin-4-yl)cyclopropane ClC=1C(=CC(=NC1)C(F)(F)F)C1CC1